1,6-dimethyl-2-oxo-1,2-dihydropyridine-3-carbonitrile CN1C(C(=CC=C1C)C#N)=O